4-(6-bromopyrazolo[1,5-a]pyrimidin-3-yl)-quinoline BrC=1C=NC=2N(C1)N=CC2C2=CC=NC1=CC=CC=C21